3-(Cyclohexylamino)-Propanesulfonic acid C1(CCCCC1)NCCCS(=O)(=O)O